3-((4-Chlorobenzyl)amino)cyclopentane-1-carboxamide ClC1=CC=C(CNC2CC(CC2)C(=O)N)C=C1